C(C)(C)(C)OC(=O)N1C[C@@H](CC1)OC=1C=2N(C=C(N1)C=1C=NN(C1)C)N=CC2.C[SiH](C)C.[Br] Bromine (trimethyl)silane tert-butyl-(3R)-3-[6-(1-methylpyrazol-4-yl)pyrazolo[1,5-a]pyrazin-4-yl]oxypyrrolidine-1-carboxylate